OC1=C(C=CC(=C1)O)C1=NC=2C(=C3C(=NC2)N(C=C3)S(=O)(=O)C3=CC=CC=C3)N1C1CN(CC1)C(C=C)=O 1-(3-(2-(2,4-dihydroxyphenyl)-6-(benzenesulfonyl)imidazo[4,5-d]pyrrolo[2,3-b]pyridin-1(6H)-yl)pyrrolidin-1-yl)prop-2-en-1-one